FC(C1=CC=C2C(=CC=NC2=C1)SCCCCCCO)(F)F 6-((7-(Trifluoromethyl)quinolin-4-yl)thio)hexan-1-ol